S(=O)(=O)(O)C=1C(NC2=CC=CC=C2C1)=O Sulfoquinolone